5-(2-chloro-5-(isobutyrylaminomethyl)benzoylamino)-N-(4-cyclohexylphenyl)-1-(3-methoxypropyl)-1H-indole-2-carboxamide ClC1=C(C(=O)NC=2C=C3C=C(N(C3=CC2)CCCOC)C(=O)NC2=CC=C(C=C2)C2CCCCC2)C=C(C=C1)CNC(C(C)C)=O